(S)-6-((1,4-dioxan-2-yl)methoxy)-4-(benzyloxy)-2-chloro-3-methylpyridine O1[C@@H](COCC1)COC1=CC(=C(C(=N1)Cl)C)OCC1=CC=CC=C1